lead arsenic oxide [As]=O.[Pb]